COC=1C=C(C=CC1OC)C=1C=CC=2N(N1)C(=CN2)C=2C=C(C=CC2)CO [3-[6-(3,4-dimethoxy-phenyl)imidazo[1,2-b]pyridazin-3-yl]phenyl]meth-anol